C(C)(C)(C)N=[Ta](C1C=CC=C1)(N(C)C)N(C)C tert-butyliminobis(dimethylamino)cyclopentadienyl-tantalum